N(=[N+]=[N-])OC=1C(C(=O)N[O-])=CC=CC1 azido-salicylhydroxamate